SCCSCC1SCC(SC1)CSCCS 2,5-bis(2-mercaptoethylthiomethyl)-1,4-dithiane